4-(2-fluorophenoxy)-N-((1aS,2S,8bR)-4-methyl-3-oxo-1,1a,2,3,4,8B-hexahydrocyclopropa[d]pyrido[2,3-B]azepin-2-yl)pyridinecarboxamide FC1=C(OC2=CC(=NC=C2)C(=O)N[C@H]2[C@@H]3[C@H](C4=C(N(C2=O)C)N=CC=C4)C3)C=CC=C1